1-[4-(3,5-Difluoro-benzenesulfonyl)-phenyl]-3-pyridin-4-ylmethyl-urea FC=1C=C(C=C(C1)F)S(=O)(=O)C1=CC=C(C=C1)NC(=O)NCC1=CC=NC=C1